OC1=CC=C(C(=O)[O-])C=C1 dl-para-hydroxybenzoate